2-Amino-4,6-dimethoxypyrimidine NC1=NC(=CC(=N1)OC)OC